FC1=C(C=CC(=C1)F)C1=CC(=CC=C1)[C@H](CC(=O)O)NC(=O)NC=1C(NC(=CC1O)C)=O (S)-3-(2',4'-difluorobiphenyl-3-yl)-3-(3-(4-hydroxy-6-methyl-2-oxo-1,2-dihydropyridin-3-yl)ureido)propanoic acid